2-(isoindolin-2-ylmethyl)-5-(piperidin-4-ylmethoxy)-4H-pyran-4-one C1N(CC2=CC=CC=C12)CC=1OC=C(C(C1)=O)OCC1CCNCC1